3-((4-amino-6-(pyrrolidin-1-yl)-1,3,5-triazin-2-yl)oxy)pyrrolidin NC1=NC(=NC(=N1)N1CCCC1)OC1CNCC1